9-(bromomethyl)acridine BrCC=1C2=CC=CC=C2N=C2C=CC=CC12